(rac)-2,2'-bis(diphenylphosphino)-1,1'-binaphthyl C1(=CC=CC=C1)P(C1=C(C2=CC=CC=C2C=C1)C1=C(C=CC2=CC=CC=C12)P(C1=CC=CC=C1)C1=CC=CC=C1)C1=CC=CC=C1